C(C)(C)(C)C(C(=O)OC(C(C(C)(C)C)C(COC1=CC=CC=C1)=O)=O)C(COC1=CC=CC=C1)=O tert-butylphenoxyacetyl-acetic anhydride